NC=1C(=NC(=CN1)C1=C(C=CC(=C1)C(C(F)F)(CO)O)C([2H])([2H])[2H])C(=O)NC12CCC(CC1)(C2)O 3-amino-6-(5-(1,1-difluoro-2,3-dihydroxypropan-2-yl)-2-(methyl-d3)phenyl)-N-(4-hydroxybicyclo[2.2.1]heptan-1-yl)pyrazine-2-carboxamide